methyl 1-(5-(3-chlorophenethyl)-2,3-dihydro-1H-inden-1-yl)piperidine-4-carboxylate ClC=1C=C(CCC=2C=C3CCC(C3=CC2)N2CCC(CC2)C(=O)OC)C=CC1